Dioctyl sulfosuccinate dibutyrate sodium salt [Na+].C(CCC)(=O)[O-].C(CCC)(=O)[O-].S(=O)(=O)(O)C(C(=O)OCCCCCCCC)CC(=O)OCCCCCCCC.[Na+]